(R)-1-((S*)-8-methoxy-6-methyl-9-(1-methyl-1H-pyrazol-3-yl)-1-(thiophen-2-yl)-5,6-dihydropyrrolo[2,1-a]isoquinoline-3-carbonyl)-2-methylpyrrolidine-2-carbonitrile COC=1C=C2[C@@H](CN3C(C2=CC1C1=NN(C=C1)C)=C(C=C3C(=O)N3[C@](CCC3)(C#N)C)C=3SC=CC3)C |o1:5|